ClC1=C(C=C2[C@@H]([C@@H](CN3C2=C1C=C3)NC(OC(C)(C)C)=O)C)F tert-butyl ((5S,6S)-9-chloro-8-fluoro-6-methyl-5,6-dihydro-4H-pyrrolo[3,2,1-ij]quinolin-5-yl)carbamate